Methyl 4-hydroxy-7-phenyl-2,6-naphthyridine-3-carboxylate OC1=C(N=CC2=CC(=NC=C12)C1=CC=CC=C1)C(=O)OC